Cl.CC1=C(C=C(C=C1)NC(C1=CC=CC=C1)=O)OC1CCNCC1 N-(4-methyl-3-(piperidin-4-yloxy)phenyl)benzamide hydrochloride